N1C=CC2=C(C=CC=C12)N1C=NC=C1 N-(4-indolyl)imidazole